Tricalcium Citrate C(CC(O)(C(=O)[O-])CC(=O)[O-])(=O)[O-].[Ca+2].[Ca+2].[Ca+2].C(CC(O)(C(=O)[O-])CC(=O)[O-])(=O)[O-]